COC(C1=C(C(=C(C(=C1)/C=N/NS(=O)(=O)CC1=CC=CC=C1)F)F)NC1=C(C=C(C=C1)I)F)=O (E)-3,4-difluoro-2-((2-fluoro-4-iodophenyl)amino)-5-((2-toluenesulfonylhydrazono)methyl)benzoic acid methyl ester